4-chloro-5-(chloro-methyl)-6-methoxy-2-methylpyrimidine ClC1=NC(=NC(=C1CCl)OC)C